C(C)N([C@@H](CSCC(C1=CC=CC=C1)=O)C(=O)O)C(C)=O ethyl-N-acetyl-S-(2-oxo-2-phenylethyl)-cysteine